8-benzyloxy-6-fluoro-3,4-dihydro-2H-isoquinolin-1-one C(C1=CC=CC=C1)OC=1C=C(C=C2CCNC(C12)=O)F